CNC1=NC(=CN=C1)C#C[Si](C)(C)C N-methyl-6-((trimethylsilyl)ethynyl)pyrazin-2-amine